ClC1=NC=C(C(=C1)N)C=C 2-chloro-4-amino-5-vinylpyridine